BrC1=NC2=C3N=CC=CC3=CC=C2C=C1 bromo(phenanthroline)